2-(7-n-propoxynaphthyl)tetrahydrothiophenium C(CC)OC1=CC=C2C=CC=C(C2=C1)C1[SH+]CCC1